(R)-1-(5-(6-(3-Methoxytetrahydrofuran-3-yl)-4-methylpyridin-2-yl)-7-methylpyrrolo[1,2-c]pyrimidin-3-yl)urea CO[C@@]1(COCC1)C1=CC(=CC(=N1)C=1C=C(N2C=NC(=CC21)NC(=O)N)C)C